2-(4-chlorobenzyl)-N-(2-furylmethyl)-8-methyl-4,5-dihydro-2H-furo[2,3-g]indazole-7-carboxamide ClC1=CC=C(CN2N=C3C4=C(CCC3=C2)OC(=C4C)C(=O)NCC=4OC=CC4)C=C1